5,7-dihydroxy-2-(4-hydroxyphenyl)-8-((4-(thiophen-3-ylmethyl)piperazin-1-yl)methyl)-4H-benzopyran-4-one OC1=CC(=C(C2=C1C(C=C(O2)C2=CC=C(C=C2)O)=O)CN2CCN(CC2)CC2=CSC=C2)O